2,2-difluoro-6-methoxy-2H-benzo[b][1,4]oxazin-3(4H)-one FC1(C(NC2=C(O1)C=CC(=C2)OC)=O)F